[3-((S)-2-tert-butoxycarbonylamino-1-methyl-ethyl)-5-(2-chloro-3-fluoro-phenyl)-2,4-dioxo-3,4-dihydro-2H-pyrimidin-1-yl]-methyl acetate C(C)(=O)OCN1C(N(C(C(=C1)C1=C(C(=CC=C1)F)Cl)=O)[C@H](CNC(=O)OC(C)(C)C)C)=O